1-[4-[(7R)-7-[3-amino-2-fluoro-5-methyl-6-(trifluoromethyl)phenyl]-5,6,7,8-tetrahydroquinazolin-4-yl]piperazin-1-yl]prop-2-en-1-one NC=1C(=C(C(=C(C1)C)C(F)(F)F)[C@@H]1CCC=2C(=NC=NC2C1)N1CCN(CC1)C(C=C)=O)F